5,16-Pregnadien-3β,20-diol CC(C1=CC[C@H]2[C@@H]3CC=C4C[C@H](CC[C@]4(C)[C@H]3CC[C@]12C)O)O